4-(3-((5-fluoroquinazolin-4-yl)amino)-2-methylphenyl)-2,3-dimethyl-1H-indole-7-carboxamide FC1=C2C(=NC=NC2=CC=C1)NC=1C(=C(C=CC1)C1=C2C(=C(NC2=C(C=C1)C(=O)N)C)C)C